FC(C)(F)C1=NC=C(C(=N1)OC1=CC=CC=C1)C(=O)NC(COC(F)F)C=CS(=O)(=O)C 2-(1,1-difluoroethyl)-N-(1-(difluoromethoxy)-4-(methylsulfonyl)but-3-en-2-yl)-4-phenoxypyrimidine-5-carboxamide